N,N'-di(beta-naphthyl)p-phenylenediamine C1=C(C=CC2=CC=CC=C12)NC1=CC=C(C=C1)NC1=CC2=CC=CC=C2C=C1